FC=1C=C(C=C(C1)F)C1CC=NN1C(=O)C12CC(C1)(C2)CN2N=NC(=C2)C(=O)N 1-((3-(5-(3,5-Difluorophenyl)-4,5-dihydro-1H-pyrazole-1-carbonyl)bicyclo-[1.1.1]pentan-1-yl)methyl)-1H-1,2,3-triazole-4-carboxamide